(S,E)-N7-(1-((4-Isobutyl-1H-benzo[d]imidazol-2-yl)methyl)-2-oxo-1,2-dihydropyridin-3-yl)-N1,N1-dimethyl-6-(picolinamido)hept-2-endiamid C(C(C)C)C1=CC=CC=2NC(=NC21)CN2C(C(=CC=C2)NC([C@H](CC/C=C/C(=O)N(C)C)NC(C2=NC=CC=C2)=O)=O)=O